N-{[4-(1-methyl-1H-pyrazol-4-yl)phenyl]methyl}-6-{7-[3-(methylamino)azetidin-1-yl]imidazo[1,2-a]pyridin-3-yl}pyrimidin-4-amine CN1N=CC(=C1)C1=CC=C(C=C1)CNC1=NC=NC(=C1)C1=CN=C2N1C=CC(=C2)N2CC(C2)NC